1-(2-bromobenzofuran-3-yl)dibenzo[b,d]furan BrC=1OC2=C(C1C1=CC=CC=3OC4=C(C31)C=CC=C4)C=CC=C2